ClC=1C=CC(=C(C1)C1=CC(=C(N=N1)N1C(CC1)C(=O)OC(C)C)NC1=CC(=NC=C1)NC(CCN1CC(NC(C1)C)C)=O)F propan-2-yl 1-[6-(5-chloro-2-fluorophenyl)-4-({2-[3-(3,5-dimethylpiperazin-1-yl)propanamido]pyridin-4-yl}amino)pyridazin-3-yl]azetidine-2-carboxylate